3-cyclopropyl-2,2-difluoropropanoic acid C1(CC1)CC(C(=O)O)(F)F